2,2-dimethylolpropionic acid lithium [Li].C(O)C(C(=O)O)(C)CO